oxo-8,12,15-triazatetracyclo[8.6.1.02,7.013,17]heptadeca-1(16),2(7),3,5,10,13(17)-hexaene-5-carboxylic acid O=C1NC=2C=C(C=CC2C2=CNCC=3NC=C1C23)C(=O)O